2-N-(4-aminocyclohexyl)-9-cyclopentyl-6-N-[[6-(furan-2-yl)pyridin-3-yl]methyl]purine-2,6-diamine NC1CCC(CC1)NC1=NC(=C2N=CN(C2=N1)C1CCCC1)NCC=1C=NC(=CC1)C=1OC=CC1